1-benzyl-5-methyl-2-phenyl-Piperidin-4-one C(C1=CC=CC=C1)N1C(CC(C(C1)C)=O)C1=CC=CC=C1